C(N)(=O)C1=C(C(=NN1C1=CC=C(C=C1)OC1=C(C=C(C=C1)F)F)N(C1CN(C1)C(=O)OC(C)(C)C)CC=C)[N+](=O)[O-] tert-butyl 3-[{5-carbamoyl-1-[4-(2,4-difluorophenoxy)phenyl]-4-nitro-1H-pyrazol-3-yl}(prop-2-en-1-yl)amino]azetidine-1-carboxylate